BrC1=C(C=CC=C1)C1=NC2=C(N1)C=C1C=CC=CC1=C2 2-(2-bromophenyl)-1H-naphtho[2,3-d]imidazole